NCCS(=O)(=O)[O-].C(C=C)(=O)[NH+](C)C acryloyl-dimethyl-ammonium taurate